ClC=1C=CC(=NC1)C1=NOC(=N1)N 3-(5-chloropyridin-2-yl)-1,2,4-oxadiazol-5-amine